9-bromo-2-hydroxy-7-methyl-4H-pyrido[1,2-a]pyrimidin-4-one BrC1=CC(=CN2C1=NC(=CC2=O)O)C